COC(=O)[C@@H]1CNCC1 (S)-pyrrolidine-3-carboxylic acid methyl ester